(1R)-1-[2-[[6-(1-methylazetidin-3-yl)-7,8-dihydro-5H-1,6-naphthyridin-2-yl]amino]-8-piperidin-1-ylpyrido[3,4-d]pyrimidin-6-yl]ethanol CN1CC(C1)N1CC=2C=CC(=NC2CC1)NC=1N=CC2=C(N1)C(=NC(=C2)[C@@H](C)O)N2CCCCC2